N-(2-fluoro-3-(5-(2-methoxypyrimidin-5-yl)-1H-pyrrolo[2,3-b]pyridine-3-carbonyl)phenyl)-1-phenylmethanesulfonamide FC1=C(C=CC=C1C(=O)C1=CNC2=NC=C(C=C21)C=2C=NC(=NC2)OC)NS(=O)(=O)CC2=CC=CC=C2